C(=O)C1=C(N=C(N1CC1=CC=C(C=C1)C1=C(SC(=C1)CC(C)C)S(=O)(=O)N)C1=CC=CC=C1)OC 3-(4-((5-formyl-4-methoxy-2-phenyl-1H-imidazol-1-YL)methyl)phenyl)-5-isobutylthiophene-2-sulfonamide